5-(2-chloro-5-fluoropyrimidin-4-yl)-2-methylthiazole ClC1=NC=C(C(=N1)C1=CN=C(S1)C)F